perfluoro-2,4-dimethyl-3-ethylpentane FC(C(C(C(C(F)(F)F)(C(F)(F)F)F)(C(C(F)(F)F)(F)F)F)(C(F)(F)F)F)(F)F